COC(=O)[C@@H]1OC[C@@H](C1)N |r| racemic-(2R,4R)-4-aminotetrahydrofuran-2-carboxylic acid methyl ester